C(=O)(OC(C)(C)C)N1C=CC2=CC(=CC=C12)OC N-Boc-5-methoxyindole